1-(((3R,4R,5R,6R)-4,5-bis(benzyloxy)-6-((benzyloxy)methyl)tetrahydro-2H-pyran-3-yl)methyl)urea C(C1=CC=CC=C1)O[C@@H]1[C@@H](CO[C@@H]([C@@H]1OCC1=CC=CC=C1)COCC1=CC=CC=C1)CNC(=O)N